BrC1=C(C=CC=2N(C=NC21)C)Cl 4-bromo-5-chloro-1-methyl-1,3-benzodiazole